ClC1=CC(=C(C=C1)[C@H]1OC2=C(OC1)C=CC=C2C2CCN(CC2)CC2=NC1=C(N2C)C=C(C=C1OC(F)F)C(=O)O)F (R)-2-((4-(3-(4-Chloro-2-fluorophenyl)-2,3-dihydrobenzo[b][1,4]dioxin-5-yl)piperidin-1-yl)methyl)-4-(difluoromethoxy)-1-methyl-1H-benzo[d]imidazole-6-carboxylic acid